OC=1C(=CC(=C2C=CC=NC12)[N+](=O)[O-])C1NC(C2=CC=CC=C12)=O 3-(8-Hydroxy-5-nitroquinolin-7-yl)isoindolin-1-one